C(CCCCC)N(C(=O)O)CCCCCC dihexylazanecarboxylic acid